C(C)OC=1C=C(C=C(C1CO)OCC)C(C)N(C(=O)NC1(CC(C1)(F)F)C(=O)O)CCCCC1=CC=CC=C1 1-{[{1-[3,5-Diethoxy-4-(Hydroxymethyl)Phenyl]Ethyl}(4-Phenylbutyl)Carbamoyl]Amino}-3,3-Difluorocyclobutane-1-Carboxylic Acid